FC1CN(C1)C(=O)C1(CC1)C(=O)OC methyl 1-(3-fluoroazetidine-1-carbonyl)cyclopropane-1-carboxylate